4-(((Z)-3-cyclohexyl-5-((Z)-5-methoxy-2-oxoindoline-3-ylidene)-4-oxothiazolidin-2-ylidene)amino)benzenesulphonamide C1(CCCCC1)N1/C(/S\C(\C1=O)=C\1/C(NC2=CC=C(C=C12)OC)=O)=N/C1=CC=C(C=C1)S(=O)(=O)N